7-propoxy-4-(4-(trifluoromethyl)pyridin-3-yl)-2H-chromen-2-one C(CC)OC1=CC=C2C(=CC(OC2=C1)=O)C=1C=NC=CC1C(F)(F)F